methyl (S)-6-(2-fluoro-5-(2,2,2-trifluoro-1-hydroxyethyl)phenyl)-3-methoxypyrazine-2-carboxylate FC1=C(C=C(C=C1)[C@@H](C(F)(F)F)O)C1=CN=C(C(=N1)C(=O)OC)OC